salicylic acid phenyl-phosphate C1(=CC=CC=C1)OP(=O)(O)O.C(C=1C(O)=CC=CC1)(=O)O